tert-butyl (3-(1H-imidazole-1-carboxamido)propyl)carbamate N1(C=NC=C1)C(=O)NCCCNC(OC(C)(C)C)=O